P(=O)(OCC(CCCCCCCCCCCCCC)CC)(OCC(CCCCCCCCCCCCCC)CC)OCC(CCCCCCCCCCCCCC)CC tris(2-ethylhexadecyl) phosphate